FC(C(=O)O)(F)F.FC(C(=O)O)(F)F.N1(CCCCC1)CCNC(CNCC1=NC2=C(C=CC=C2C=C1)NS(=O)(=O)C1=CC=C(C=C1)C(F)(F)F)=O N-(2-(Piperidin-1-yl)ethyl)-2-(((8-((4-(trifluoromethyl)phenyl)sulfonamido)quinolin-2-yl)methyl)amino)acetamide di-trifluoroacetate